CC(CCS(=O)(=O)C1=CC=C(C=C1)C1=CC=C(C=C1)C(C)(C)NC(=O)NC1(CN2CCC1CC2)C)(C)C 1-(2-(4'-((3,3-dimethylbutyl)sulfonyl)-[1,1'-biphenyl]-4-yl)propan-2-yl)-3-(3-methylquinuclidin-3-yl)urea